methyl [1-(3,4-dimethoxyphenyl)ethyl]carbamate COC=1C=C(C=CC1OC)C(C)NC(OC)=O